BrC1=CC2=C(N(C(N2C)=O)C2C(NC(CC2)=O)=O)C=C1 3-(5-Bromo-3-methyl-2-oxo-2,3-dihydro-1H-benzo[d]imidazol-1-yl)piperidine-2,6-dione